BrC=1C(=CC2=CC=CC=C2C1)B(O)O (3-bromonaphthalene-2-yl)boronic acid